C1(CCCC1)OC1=CC=C(C=C1)N1N=NC(=C1)C=1C(NC2=CC=C(C=C2C1)F)=O 3-[1-(4-cyclopentyloxy-phenyl)-1H-[1,2,3]triazol-4-yl]-6-fluoro-1H-quinolin-2-one